7-(azetidin-1-yl)-2-(3-methoxyphenyl)imidazo[1,2-a]pyridine N1(CCC1)C1=CC=2N(C=C1)C=C(N2)C2=CC(=CC=C2)OC